N1(C=NC=C1)C1=NC(=CC(=N1)C(=O)NC1(CCCCC1)C)N1CCCCC1 2-(1H-imidazol-1-yl)-N-(1-methylcyclohexyl)-6-(piperidin-1-yl)pyrimidine-4-carboxamide